3-(2,5-dimethyl-4-oxoquinazolin-3(4H)-yl)piperidine-2,6-dione CC1=NC2=CC=CC(=C2C(N1C1C(NC(CC1)=O)=O)=O)C